C(CCC)(=O)O.FC1=C(OC2=C(C(=C(C=C2)NC(=O)C2=NN(C=C2)C2=CN=NC=C2)N2C[C@H](N(CC2)C)CNC)C(F)(F)F)C=CC=C1 N-[4-(2-fluorophenoxy)-2-{(3R)-4-methyl-3-[(methylamino)methyl]piperazin-1-yl}-3-(trifluoromethyl)phenyl]-1-(pyridazin-4-yl)-1H-pyrazole-3-carboxamide monobutyrate